(3R,4S,5R,6R)-6-(acetoxymethyl)-4-azidotetrahydro-2H-pyran C(C)(=O)OC[C@H]1C[C@H](CCO1)N=[N+]=[N-]